Cl.C1=CC=CC=2C(C3=CC=CC=C3CC12)=O Anthracene-10-one hydrochloride